Bis(2,5-dioxopyrrolidin-1-yl) butanedioate lead [Pb].C(CCC(=O)ON1C(CCC1=O)=O)(=O)ON1C(CCC1=O)=O